4-(1-(3,4-dimethoxybenzyl)-1H-pyrrol-2-yl)-2-(methylthio)-6-(trifluoromethyl)pyrimidine COC=1C=C(CN2C(=CC=C2)C2=NC(=NC(=C2)C(F)(F)F)SC)C=CC1OC